[Si](C)(C)(C(C)(C)C)O[C@H]1C=C(N(C1)C(=O)OCC1=CC=CC=C1)C(=O)OC 1-benzyl 2-methyl (4S)-4-[(tert-butyldimethylsilyl)oxy]-4,5-dihydro-1H-pyrrole-1,2-dicarboxylate